(3R,6S)-1-(2-methoxyethyl)-2-oxo-6-phenylazepan COCCN1C(CCC[C@H](C1)C1=CC=CC=C1)=O